CS(=O)(=O)N1CCC(CC1)C1=NC(=C(C=2N1N=C(N2)N)N2CCCCC2)C=2C=NNC2 (1-(methylsulfonyl)piperidin-4-yl)-8-(piperidin-1-yl)-7-(1H-pyrazol-4-yl)-[1,2,4]triazolo[1,5-c]pyrimidin-2-amine